ClC1=CC=C(C=C1)[C@@H](C)O (1R)-1-(4-chlorophenyl)ethanol